NC1CCC(CC1)CCNC1=C(C=C(C=C1)N1CCC(CC1)C(F)(F)F)F N-(2-((1r,4r)-4-aminocyclohexyl)ethyl)-2-fluoro-4-(4-(trifluoromethyl)piperidin-1-yl)aniline